C(C(O)C)(=O)[O-].C[N+]1=CN(C2=C1C=CC=C2)C 1,3-dimethylbenzimidazolium lactate